BrC1=CC=C(CNS(=O)(=O)C2=CC=C(C)C=C2)C=C1 N-(4-bromobenzyl)-p-toluenesulfonamide